phenylcyclohexaneglycolic acid 4-(diethylamino)-2-butynyl ester C(C)N(CC#CCOC(C(O)C1(CCCCC1)C1=CC=CC=C1)=O)CC